C1(CC1)C=1N=C(C2=C(N1)SC(=C2)C)N[C@H]2[C@@H](C2)C2=CC(=C(C=C2)F)F 2-cyclopropyl-N-((1R,2S)-2-(3,4-difluorophenyl)cyclopropyl)-6-methylthieno[2,3-d]pyrimidin-4-amine